1,8,8,10-tetramethyloctahydro-1H-3,9a-methanobenzo[c]oxepine CC1OC2CCC3C1(CC(CC3)(C)C)C2C